C(C)(C)(C)OC(NCC(CN)(C)N)=O (2,3-diamino-2-methylpropyl)carbamic acid tert-butyl ester